ClC1=C(C(=O)NC)C=CC(=C1)NC=1C=2N(C=CN1)C(=CN2)C2=CC(=C(C=C2)OC)F 2-chloro-4-((3-(3-fluoro-4-methoxy-phenyl)imidazo[1,2-a]pyrazin-8-yl)amino)-N-methylbenzamide